N1=CNC2=C1CCC(C2)C(=O)Cl 4,5,6,7-tetrahydrobenzimidazole-5-carbonyl chloride